tert-butyl ((5S,8S,10aR)-8-(((R)-chroman-4-yl)carbamoyl)-6-oxo-3-pivaloyldecahydropyrrolo[1,2-a][1,5]diazocin-5-yl)carbamate O1CC[C@H](C2=CC=CC=C12)NC(=O)[C@@H]1CC[C@H]2N1C([C@H](CN(CC2)C(C(C)(C)C)=O)NC(OC(C)(C)C)=O)=O